N-(5-(3-chlorobenzyl)pyridin-2-yl)-5-(hydroxymethyl)picolinamide ClC=1C=C(CC=2C=CC(=NC2)NC(C2=NC=C(C=C2)CO)=O)C=CC1